5-amino-8-(2,6-dimethyl-4-pyridinyl)-2-[(2-methoxy-3-pyridinyl)methyl]-7-phenyl-[1,2,4]triazolo[4,3-c]pyrimidin-3-one NC1=NC(=C(C=2N1C(N(N2)CC=2C(=NC=CC2)OC)=O)C2=CC(=NC(=C2)C)C)C2=CC=CC=C2